C(C1=CC=CC=C1)N1[C@@H](C[C@H](CC1)O)C1=C(C=C(C=C1)Br)OCCCC=C benzyl-(2S,4S)-2-[4-bromo-2-(pent-4-en-1-yloxy)phenyl]-4-hydroxypiperidine